N1=CC=C2N1C=C(C=C2)C=2CCN(CC2)C(=O)OC(C)(C)C tert-butyl 4-(pyrazolo[1,5-a]pyridin-6-yl)-3,6-dihydropyridine-1(2H)-carboxylate